OCCCNC(=O)C1=CC=NN1C N-(3-hydroxypropyl)-1-methyl-1H-pyrazole-5-carboxamide